ClC1=CC2=C(NC([C@@H]([C@@H](S2)C2=CC=C(C=C2)OC)O)=O)C=C1 (2S,3S)-8-chloro-2,3-dihydro-3-hydroxy-2-(4-methoxyphenyl)-1,5-benzothiazepin-4(5H)-one